2-(2-(2-((6-(bis(2-methoxyethyl)amino)-4,8-bis(4-methoxypiperidin-1-yl)pyrimido[5,4-d]pyrimidin-2-yl)(2-methoxyethyl)amino)ethoxy)ethyl)isoindoline-1,3-dione COCCN(C=1N=C(C=2N=C(N=C(C2N1)N1CCC(CC1)OC)N(CCOCCN1C(C2=CC=CC=C2C1=O)=O)CCOC)N1CCC(CC1)OC)CCOC